NC=1N=C(C2=C(N1)C=CN(C2=O)CC2=NC=C(C=C2)CN2CCCC2)NCCCC 2-amino-4-(butylamino)-6-((5-(pyrrolidin-1-ylmethyl)pyridin-2-yl)methyl)pyrido[4,3-d]pyrimidin-5(6H)-one